5,6-dimethoxyisoindole COC1=CC2=CNC=C2C=C1OC